CC(C)C1CCC(CC1)C(C)O 1-(4-propan-2-ylcyclohexyl)ethanol